ClC=1C(=CC(=NC1)C1CC1)C 5-Chloro-2-cyclopropyl-4-methyl-pyridine